ethyl 4-(3-(4-methoxyphenyl)-6-oxo-4-(p-tolyl)-4,6-dihydropyrrolo[3,4-c]pyrazol-5(1H)-yl)benzoate COC1=CC=C(C=C1)C=1C2=C(NN1)C(N(C2C2=CC=C(C=C2)C)C2=CC=C(C(=O)OCC)C=C2)=O